BrC=1C(=C2C=3C(=NC(=NC3C1F)OC[C@]13CCCN3C[C@@H](C1)F)N([C@H](CO2)C=C)CCC(F)F)Cl (S)-9-bromo-8-chloro-4-(3,3-difluoropropyl)-10-fluoro-2-(((2R,7aS)-2-fluorotetrahydro-1H-pyrrolizin-7a(5H)-yl)methoxy)-5-vinyl-5,6-dihydro-4H-[1,4]oxazepino[5,6,7-de]quinazoline